C(C)(C)(C)OC(=O)N1CCC(CC1)(C#N)CNC=1C=2N(C=C(N1)C1=CC(=NC=C1)Cl)C(=C(N2)C(NC)=O)C 4-{[6-(2-Chloro-pyridin-4-yl)-3-methyl-2-methylcarbamoyl-imidazo[1,2-a]pyrazin-8-ylamino]-methyl}-4-cyano-piperidine-1-carboxylic acid tert-butyl ester